9-[3-(9'-phenyl-3,3'-bi-9H-carbazol-9-yl)phenyl]naphtho[1',2':4,5]furo[2,3-b]pyrazine C1(=CC=CC=C1)N1C2=CC=CC=C2C=2C=C(C=CC12)C=1C=CC=2N(C3=CC=CC=C3C2C1)C=1C=C(C=CC1)C1=CN=C2C(=N1)OC1=C2C=2C=CC=CC2C=C1